methyl 6-amino-4-(2-cyano-3-(methoxymethoxy) phenyl)-7-(3-methoxy-2,6-dimethylphenyl)-2-methyl-7H-pyrrolo[2,3-d]pyrimidine-5-carboxylate NC1=C(C2=C(N=C(N=C2C2=C(C(=CC=C2)OCOC)C#N)C)N1C1=C(C(=CC=C1C)OC)C)C(=O)OC